4-((3-aminobenzyl)sulfonyl)-3-((4-fluorophenyl)ethynyl)benzoic acid Methyl-4-((3-aminobenzyl)sulfonyl)-3-((4-fluorophenyl)ethynyl)benzoate COC(C1=CC(=C(C=C1)S(=O)(=O)CC1=CC(=CC=C1)N)C#CC1=CC=C(C=C1)F)=O.NC=1C=C(CS(=O)(=O)C2=C(C=C(C(=O)O)C=C2)C#CC2=CC=C(C=C2)F)C=CC1